(2S,3R)-2-amino-3-(cyclohexylmethoxy)-1-(piperidin-1-yl)butan-1-one hydrochloride Cl.N[C@H](C(=O)N1CCCCC1)[C@@H](C)OCC1CCCCC1